((3R,5R)-5-fluoro-1-methylpiperidin-3-yl)carbamic acid tert-butyl ester C(C)(C)(C)OC(N[C@H]1CN(C[C@@H](C1)F)C)=O